1-(2-chloroethyl)-3-methylurea ClCCNC(=O)NC